4-xylylphosphine C1=C(C(=C(C=C1)P)C)C